COC=1C(=CC(=C(C1)N1CCC(CC1)CN1CC2CNCC2C1)C=1C=NN(C1)C)[N+](=O)[O-] 2-((1-(5-methoxy-2-(1-methyl-1H-pyrazol-4-yl)-4-nitrophenyl)piperidin-4-yl)methaneyl)octahydropyrrolo[3,4-c]pyrrole